OC1=CC=C(C=C1)C(C)(C1=CC2=CC=CC=C2C=C1)C1=CC=C(C=C1)O bis(4-hydroxyphenyl)-1-(2-naphthyl)ethane